methyl 2-((4-methoxystyryl)oxy)-2-methylpropanoate COC1=CC=C(C=COC(C(=O)OC)(C)C)C=C1